[2H]C[NH-] deuteromethylamide